FC=1C=CC2=C(C(OC3=NN4C(C(NCCO2)=O)=CN=C4C=C3)C)C1 10-fluoro-8-methyl-15,16-dihydro-8H-3,6-ethenoimidazo[5,1-f][1,10,4,7,8]benzodioxatriazacyclotridecin-17(14H)-one